ClC1=C(C=C(C=C1)C1=NN2C(CN(C(C2)(C)C)C(\C=C\CN(C)C)=O)=C1C1=CC=NC=C1)C (2E)-1-[2-(4-chloro-3-methylphenyl)-6,6-dimethyl-3-(pyridin-4-yl)-6,7-dihydropyrazolo[1,5-a]pyrazin-5(4H)-yl]-4-(dimethylamino)but-2-en-1-one